octaneoic Acid C(CCCCCCC)(=O)O